(R)-N-(4-(1-acetyl-2-methyl-1,2,3,4-tetrahydroquinolin-6-yl)benzyl)-6-(2-aminopyrimidin-5-yl)-8-morpholinoimidazo[1,2-a]pyrazine-2-carboxamide C(C)(=O)N1[C@@H](CCC2=CC(=CC=C12)C1=CC=C(CNC(=O)C=2N=C3N(C=C(N=C3N3CCOCC3)C=3C=NC(=NC3)N)C2)C=C1)C